BrC=1N=C(N2N=CN=C(C21)O)C2CCC1(OCCO1)CC2 5-bromo-7-(1,4-dioxaspiro[4.5]decan-8-yl)imidazo[5,1-f][1,2,4]triazin-4-ol